methyl 1-methyl-3-(o-tolyl)-1H-indazole-7-carboxylate CN1N=C(C2=CC=CC(=C12)C(=O)OC)C1=C(C=CC=C1)C